Cl.NC(C(=O)N1[C@H](CN(CC1)C(=O)NC1=NC(N(C=C1)C1=CC=C(C=C1)CN1CCC(CC1)N)=O)CC)(C)C (S)-4-(2-Amino-2-methylpropanoyl)-N-(1-(4-((4-aminopiperidin-1-yl)methyl)phenyl)-2-oxo-1,2-dihydropyrimidin-4-yl)-3-ethylpiperazine-1-carboxamide hydrochloride salt